N1C=C(C2=CC=CC=C12)CCNC(C1=C(C=C(C=C1)Br)NC1=CC(=C(C(=C1)OC)OC)OC)=O N-(2-(1H-indol-3-yl)ethyl)-4-bromo-2-((3,4,5-trimethoxyphenyl)amino)benzamide